(3S,7aS)-3-(((tert-butyldiphenylsilyl)oxy)methyl)hexahydro-1H-pyrrolizine [Si](C1=CC=CC=C1)(C1=CC=CC=C1)(C(C)(C)C)OC[C@@H]1CC[C@@H]2CCCN12